3-(3-(Dimethylamino)-propylamino)propylamin CN(CCCNCCCN)C